N[C@H]1CN(CCC1)C(=O)C1=CC2=C(N(C(=N2)C2=CC=3C=4N2CCN(C4C=CC3)CCCNC(=O)NC3CC3)C)C(=C1)OC (R)-1-(3-(5-(5-(3-aminopiperidine-1-carbonyl)-7-methoxy-1-methyl-1H-benzo[d]imidazol-2-yl)-2,3-dihydro-1H-pyrrolo[1,2,3-de]quinoxalin-1-yl)propyl)-3-cyclopropylurea